NC1=C(OC2=NC=CC=C21)C(=O)OCC ethyl 3-aminofuro[2,3-b]pyridine-2-carboxylate